tetramethyl-10H-phenothiazine-3,7-diamine CC1=C2SC=3C(=C(C(=C(C3NC2=CC=C1N)C)C)N)C